3-bromo-9-(4-(naphthalen-2-yl)phenyl)-9H-carbazole BrC=1C=CC=2N(C3=CC=CC=C3C2C1)C1=CC=C(C=C1)C1=CC2=CC=CC=C2C=C1